(6-methyl-5-(piperazin-1-yl)pyridin-2-yl)acetamide trifluoroacetate FC(C(=O)O)(F)F.CC1=C(C=CC(=N1)CC(=O)N)N1CCNCC1